C(CCC)N(C#N)CCCC N,N-dibutyl-cyanamide